[N+](=O)([O-])C=1C(=C(NC(F)(F)F)C=C(C1OC)[N+](=O)[O-])Cl 3,5-dinitro-trifluoromethyl-4-methoxyl-2-chloroaniline